(2R,3R,4S,5S)-2-(acetylmethyl)-5-(1-(2,2-difluorocyclopropyl)-2,4-dioxo-1,2,3,4-tetrahydropyrimidin-5-yl)tetrahydrofuran-3,4-diyldiacetate C(C)(=O)C[C@H]1O[C@@H]([C@H]([C@H]1CC(=O)[O-])CC(=O)[O-])C=1C(NC(N(C1)C1C(C1)(F)F)=O)=O